ClC1=C(C=CC=C1)CC(=O)NC1=CC(=C(C=C1)N1C(C=CC=C1)=O)S(N)(=O)=O (Dl)-2-(2-chlorophenyl)-N-[4-(2-oxopyridin-1(2H)-yl)-3-sulfamoylphenyl]acetamide